C=1([O-])C([O-])=CC=CC1.[Ti+2].ClC1=C(C=CC=C1Cl)S(=O)(=O)NC=1C=2C3=C(C(N(C3=CC1)CC)=O)C=CC2 2,3-dichloro-N-(1-ethyl-2-oxo-1,2-dihydrobenzo[cd]indol-6-yl)benzenesulfonamide titanium mono-catecholate